(2,5-dimethoxy-2,5-dihydrofuran-2-yl)(phenyl)methanol COC1(OC(C=C1)OC)C(O)C1=CC=CC=C1